N1(C=NC=C1)C1=C2CCN(C2=CC=C1)C(=O)[C@H]1N(CCC1)C#N (S)-2-(4-(1H-imidazol-1-yl)indoline-1-carbonyl)pyrrolidine-1-carbonitrile